ClC=1C=C(OC2CCC(CC2)C(=O)OC(C)(C)C)C=CC1C1=NOC(=N1)C Tert-butyl ((1r,4r)-4-(3-chloro-4-(5-methyl-1,2,4-oxadiazol-3-yl)phenoxy)cyclohexyl)carboxylate